FC(C=1C=C(C=NC1)C(C)O)(F)F 1-[5-(trifluoromethyl)pyridin-3-yl]ethanol